O[C@@H]1[C@H](O)[C@@H](O)[C@@H](O)[C@H](O1)C(=O)[O-] α-galacturonate